C(#N)C1=C(C=C(C(=C1Cl)Cl)Cl)S(=O)(=O)Cl 2-cyano-trichlorophenylsulfonyl chloride